C(C)(C)C1=C(NC2=CC=C(C=C12)C1=CC2=C(CNCC2)S1)C1=C2C(=NC=C1)NN=C2 2-(3-isopropyl-2-(1H-pyrazolo[3,4-b]pyridin-4-yl)-1H-indol-5-yl)-4,5,6,7-tetrahydrothieno[2,3-c]pyridine